CC(C)(C)OC(NCC(C)O)=O N-(2-hydroxypropyl)carbamic acid 1,1-dimethylethyl ester